CC(C(=O)OCCNCC1=CC=CC=C1)CCCCCNC(CN(C)C1=C2C(N(C(C2=CC=C1)=O)C1C(NC(CC1)=O)=O)=O)=O 2-(benzylamino)ethanol methyl-7-[[2-[[2-(2,6-dioxo-3-piperidyl)-1,3-dioxo-isoindolin-4-yl]-methyl-amino]acetyl]amino]heptanoate